NC(C)(C)C=1C=C(C=CC1)C1=CC=C2C=NC(=NC2=C1)NC1=C(C=C2CCNCC2=C1)OC 7-[3-(2-aminopropan-2-yl)phenyl]-N-(6-methoxy-1,2,3,4-tetrahydroisoquinolin-7-yl)quinazolin-2-amine